C(C)N1N=C2N=C(N(C(C2=C1)=O)C1=C(C=CC=C1)C)SCC1=CC(=CC=C1)F 2-ethyl-6-((3-fluorobenzyl)thio)-5-(o-tolyl)-2H-pyrazolo[3,4-d]pyrimidin-4(5H)-one